C(CC(O)(C(=O)O)CC(=O)O)(=O)O.N1C=C(C2=CC=CC=C12)C=1NC=C(N1)C(=O)C1=CC(=C(C(=C1)OC)OC)OC [2-(1H-indol-3-yl)-1H-imidazol-4-yl](3,4,5-trimethoxyphenyl)methanone citrate salt